[C@@H]12OCC[C@H]2[C@@H]1C(=O)OC1=CC(=C(C=C1)C)C 3,4-dimethylphenyl (1s,5s,6s)-2-oxabicyclo[3.1.0]hexane-6-carboxylate